CC=1C=C(C=C2C=NNC12)CC(C(N1CCN(CC1)C1=CC=NC=C1)=O)NC(=O)N1CCC(CC1)N1C(NC2=CC=CC=C2C1)=O 4-(2-Oxo-1,4-dihydro-2H-quinazolin-3-yl)-piperidine-1-carboxylic acid [1-(7-methyl-1H-indazol-5-ylmethyl)-2-oxo-2-(4-pyridin-4-yl-piperazin-1-yl)-ethyl]-amide